FC(C=1C=C(C=CC1)COCCC1=CC=C(C(=O)N2CCN(CC2)C2=NC3=CC=CC=C3C(N2)=O)C=C1)(F)F 2-[4-[4-[2-[[3-(Trifluoromethyl)phenyl]methoxy]ethyl]benzoyl]piperazin-1-yl]-3H-quinazolin-4-one